CN(C1CC12CN(CC2)C=2C(=CC1=C(NC3=C(C=C(C(=C13)F)F)NC)N2)C=2C=C1C(C(=CN(C1=NC2)C)C(=O)O)=O)C 6-(4-cis-(2-(dimethylamino)-5-azaspiro[2.4]hept-5-yl)-5,6-difluoro-8-(methylamino)-9H-pyrido[2,3-b]indol-3-yl)-1-methyl-4-oxo-1,4-dihydro-1,8-naphthyridine-3-carboxylic acid